Cl.C1(=CC=CC=C1)CC(=O)O Phenylacetic acid hydrochloride